OC1=C(C=C(C=C1)[C@@H]1OC2=C([C@H]1C(=O)OC)C=C(C=C2OC)\C=C\C(=O)OC)OC Methyl (2R,3R)-2-(4-hydroxy-3-methoxyphenyl)-7-methoxy-5-((E)-3-methoxy-3-oxoprop-1-en-1-yl)-2,3-dihydrobenzofuran-3-carboxylate